ClC1=C2C(=NC(=N1)N)N(N=C2)CC2=C(C=C(C=C2F)[N+](=O)[O-])F 4-chloro-1-[(2,6-difluoro-4-nitro-phenyl)methyl]pyrazolo[3,4-d]pyrimidine-6-amine